Amylcyclohexanol C(CCCC)C1(CCCCC1)O